5-chloro-1-(4-fluorobenzyl)-4-(2-methoxyvinyl)-1H-pyrazole-3-carboxylic acid ethyl ester C(C)OC(=O)C1=NN(C(=C1C=COC)Cl)CC1=CC=C(C=C1)F